CC1=CC=C(C=C1)S(=O)(=O)NC(OCCC1=CC=C(C=C1)N1C(=NC2=C1C=C(C(=C2)C(F)(F)F)Cl)C2=CC=NC=C2)=O 2-{4-[6-chloro-2-(4-pyridinyl)-5-(trifluoromethyl)-1H-benzimidazol-1-yl]phenyl}ethyl (4-methylphenyl)sulfonylcarbamate